benzyl 2-(9-hydroxy-2-methyl-1,8-dioxo-1,3,4,8-tetrahydro-2H-pyrazino[1,2-c]pyrimidin-6-yl)pyrrolidine-1-carboxylate OC1=C2N(C(=NC1=O)C1N(CCC1)C(=O)OCC1=CC=CC=C1)CCN(C2=O)C